C(=O)C=1C=C(C=C2C(N(C=3N(C12)C=NC3C(=O)OC(C)(C)C)C)=O)C tert-butyl 9-formyl-4,7-dimethyl-5-oxo-4,5-dihydroimidazo[1,5-a]quinazoline-3-carboxylate